(S)-N-(1,1-dioxido-2,3-dihydrothiophen-3-yl)-1-methyl-2-(p-tolyl)-1H-imidazole-4-carboxamide O=S1(C[C@H](C=C1)NC(=O)C=1N=C(N(C1)C)C1=CC=C(C=C1)C)=O